C(C)(=O)NC1=NC=C(C(=C1)NC(OC(C)(C)C)=O)OCC1CC1 tert-butyl (2-acetamido-5-(cyclopropylmethoxy)pyridin-4-yl)carbamate